CN1N=CC(=C1C1=C(C2=C(S1)C=CC=C2)C#N)B2OC(C(O2)(C)C)(C)C 2-(1-methyl-4-(4,4,5,5-tetramethyl-1,3,2-dioxaborolan-2-yl)-1H-pyrazol-5-yl)benzo[b]thiophene-3-carbonitrile